FC(C1=CC=C(C=C1)[B-](C1=CC=C(C=C1)C(F)(F)F)(C1=CC=C(C=C1)C(F)(F)F)C1=CC=C(C=C1)C(F)(F)F)(F)F.C(CCCCCCCCCCCCCCCCC)[NH+](C)CCCCCCCCCCCCCCCCCC Dioctadecylmethylammonium tetrakis{4-(trifluoromethyl)phenyl}borate